4-(2,4-dimethylbenzyl)-N-hydroxy-3-oxo-3,4-dihydro-2H-benzo[b][1,4]oxazine-6-carboxamide CC1=C(CN2C3=C(OCC2=O)C=CC(=C3)C(=O)NO)C=CC(=C1)C